4-[[3-[(5,5-dimethyl-1,4-dioxan-2-yl)methoxy]-4-pyridyl]methylamino]-N-(3-fluoro-2-methyl-phenyl)-6-oxo-2,3-dihydro-1H-pyridine-5-carbothioamide CC1(OCC(OC1)COC=1C=NC=CC1CNC=1CCNC(C1C(NC1=C(C(=CC=C1)F)C)=S)=O)C